CS(=O)(=O)N1CCC(=CC1)B1OC(C(O1)(C)C)(C)C 1-(methylsulfonyl)-4-(4,4,5,5-tetramethyl-1,3,2-dioxaborolan-2-yl)-1,2,3,6-tetrahydropyridine